C(CCCCC)NC(=O)[C@H]1CN(CCN1C(CCCCCCC)=O)CC1=CC=C(C(=O)OC(C)(C)C)C=C1 tert-butyl (R)-4-((3-(hexylcarbamoyl)-4-octanoylpiperazin-1-yl)methyl)benzoate